OC(C)C=1C(=NC(=CC1)N1C=NC2=C1C=CC(=C2)NC=2N=NC(=CC2)C)N2N=C(C(=C2)C#N)C 1-[3-(1-hydroxyethyl)-6-[5-[(6-methylpyridazin-3-yl)amino]benzimidazol-1-yl]-2-pyridinyl]-3-methyl-pyrazole-4-carbonitrile